2,2-difluoro-2-(4-(trifluoromethyl)phenyl)ethan-1-ol FC(CO)(C1=CC=C(C=C1)C(F)(F)F)F